5-((1-(ethylsulfonyl)-4-methylpiperidin-4-yl)methoxy)-2-(isoindolin-2-ylmethyl)-4H-pyran-4-one C(C)S(=O)(=O)N1CCC(CC1)(C)COC=1C(C=C(OC1)CN1CC2=CC=CC=C2C1)=O